3-(((3-chloropyridin-2-yl)methyl)amino)-5-(2-fluorophenoxy)-8-cyano-4H-benzo[e][1,2,4]thiadiazine-6-carbonitrile 1,1-dioxide ClC=1C(=NC=CC1)CNC1=NS(C2=C(N1)C(=C(C=C2C#N)C#N)OC2=C(C=CC=C2)F)(=O)=O